1-epoxycyclohexanecarboxylate C12(C(CCCC1)O2)C(=O)[O-]